N-[6-cyclopropyl-4-[4-fluoro-2-(4-methyl-1,2,4-triazol-3-yl)phenyl]pyridin-2-yl]-5-[[(3S)-3-methylpiperidin-1-yl]methyl]-2-oxo-1-(2,2,2-trifluoroethyl)pyridine-3-carboxamide C1(CC1)C1=CC(=CC(=N1)NC(=O)C=1C(N(C=C(C1)CN1C[C@H](CCC1)C)CC(F)(F)F)=O)C1=C(C=C(C=C1)F)C1=NN=CN1C